8-Methyl-3-(2-(trifluoromethoxy)ethyl)imidazo[5,1-d][1,2,3,5]tetrazin-4(3H)-one CC=1N=CN2C1N=NN(C2=O)CCOC(F)(F)F